NCCNC1=C(C=CC=C1[N+](=O)[O-])S(=O)(=O)N ((2-aminoethyl)-amino)-3-nitrobenzenesulfonamide